OC(C(C)C=1C=C(C=CC1)N1C(C2=CC=CC(=C2C1)C(F)(F)F)=O)C1=NN=C(N1C)S cis-2-(3-(1-hydroxy-1-(5-mercapto-4-methyl-4H-1,2,4-triazol-3-yl)propan-2-yl)phenyl)-4-(trifluoromethyl)isoindolin-1-one